6-oxo-octahydropyrrolo[1,2-a][1,5]Diazocine-8-carboxylic acid methyl ester COC(=O)C1CCC2N1C(CCNCC2)=O